CC1=NC=C(C(=C1)C(=O)N)OC1=CC(=CC=C1)C 2-methyl-5-(3-methylphenoxy)pyridine-4-carboxamide